(3aR,5s,6aS)-N-[6-(5-fluoro-2-methyl-phenyl)pyridazin-3-yl]-2-(tetrahydropyran-4-ylmethyl)-3,3a,4,5,6,6a-hexahydro-1H-cyclopenta[c]pyrrol-5-amine FC=1C=CC(=C(C1)C1=CC=C(N=N1)NC1C[C@@H]2[C@@H](CN(C2)CC2CCOCC2)C1)C